2-cyano-3-cyclopropyl-1-(2-methylsulfonyl-4-trifluoromethylphenyl)-propane-1,3-dione C(#N)C(C(=O)C1=C(C=C(C=C1)C(F)(F)F)S(=O)(=O)C)C(=O)C1CC1